ClC=1C=CC(=C(C1)C1=CC2=C(OCCN2C2=CC(=NC=C2)NC(=O)CCN2C(CN(CC2)C)C(=O)OC)C=N1)F Methyl 1-[2-({4-[7-(5-chloro-2-fluorophenyl)-1H,2H,3H-pyrido[3,4-b][1,4]oxazin-1-yl]pyridin-2-yl}carbamoyl)ethyl]-4-methylpiperazine-2-carboxylate